4-((1R,5S)-3,8-diazabicyclo[3.2.1]octan-8-yl)-6,8-difluoro-2-(((2R,7aS)-2-fluorotetrahydro-1H-pyrrolizin-7a(5H)-yl)methoxy)-7-(8-((triisopropylsilyl)ethynyl)naphthalen-1-yl)quinazoline [C@H]12CNC[C@H](CC1)N2C2=NC(=NC1=C(C(=C(C=C21)F)C2=CC=CC1=CC=CC(=C21)C#C[Si](C(C)C)(C(C)C)C(C)C)F)OC[C@]21CCCN1C[C@@H](C2)F